(trifluoromethyl)-4H,5H,6H-cyclopenta[b]thiophene-3-carboxylic acid FC(F)(F)C1=C(C2=C(S1)CCC2)C(=O)O